((cyclopropylmethyl)thio)pyrimidine-4,6-diol C1(CC1)CSC1=NC(=CC(=N1)O)O